ClC1=CC2=C(C=N1)NC(=N2)SCC(=O)NC=2SC1=C(N2)C=C(C(=C1)OC)OC 2-((6-chloro-3H-imidazo[4,5-c]pyridin-2-yl)thio)-N-(5,6-dimethoxybenzo[d]thiazol-2-yl)acetamide